(3s,12s)-12-benzyl-3-(4-(2,5-dioxo-2,5-dihydro-1H-pyrrol-1-yl)butyl)-2-methyl-4,7,10,13,16-pentaoxo-19-oxa-2,5,8,11,14,17-hexaazadocosane C(C1=CC=CC=C1)[C@H](NC(CNC(CNC([C@@H](N(C)C)CCCCN1C(C=CC1=O)=O)=O)=O)=O)C(NCC(NCOCCC)=O)=O